4-(2-{[(2R,7aS)-2-fluoro-hexahydro-1H-pyrrolizin-7a-yl]methoxy}-8-fluoro-4-{9-oxa-3-azabicyclo[4.2.1]nonan-3-yl}quinazolin-7-yl)-5-ethynyl-6-fluoronaphthalen-2-ol F[C@@H]1C[C@@]2(CCCN2C1)COC1=NC2=C(C(=CC=C2C(=N1)N1CC2CCC(CC1)O2)C2=CC(=CC1=CC=C(C(=C21)C#C)F)O)F